6-Amino-3-((1S,3R)-3-(2-amino-2-oxoethyl)-4'-chloro-1',2'-dihydrospiro[cyclopentane-1,3'-pyrrolo[2,3-b]pyridin]-5'-yl)-2-fluoro-N,N-dimethylbenzamide NC1=CC=C(C(=C1C(=O)N(C)C)F)C=1C(=C2C(=NC1)NC[C@@]21C[C@@H](CC1)CC(=O)N)Cl